NC1CC(C1)OC=1C=C(OC2=CC=C(C=N2)C(=O)N[C@H](C(=O)OC)CCC(C)(C)C)C=CC1 methyl (2S)-2-[[6-[3-(3-aminocyclobutoxy)phenoxy]pyridine-3-carbonyl]amino]-5,5-dimethyl-hexanoate